C1(=CC=CC=C1)[C@@]1(C(O[C@@H]([C@H]([C@@H]1N=C=S)OC(C)=O)COC(C)=O)=S=O)OC(C)=O Phenyl-2,4,6-tri-O-acetyl-3-isothiocyanato-1,3-dideoxy-1-[(S)-sulfinyl]-α-D-glucopyranose